ClC1=C(CNC(O)=O)C=CC(=C1)Cl.ClC1=CC=C(CNC(O)=O)C=C1.C12(CC3CC(CC(C1)C3)C2)CC(=O)NC2=CC3=C(NC(=N3)CC3OCCCC3)C=C2 2-(1-Adamantyl)-N-[2-(tetrahydropyran-2-ylmethyl)-1H-benzimidazol-5-yl]acetamide p-chlorobenzyl-carbamate (2,4-dichlorobenzylcarbamate)